5'-fluoro-6',7'-dihydro-5'H-spiro[oxirane-2,8'-quinoline]-5'-carboxamide FC1(C=2C=CC=NC2C2(CC1)OC2)C(=O)N